N-(tert-butoxycarbonyl)-L-aspartic acid 4-tert-butyl ester C(C)(C)(C)OC(C[C@H](NC(=O)OC(C)(C)C)C(=O)O)=O